C12COCC(CN(C1)CCOCCN1C3=C(OC4=C1N=CC(=C4)Br)C=C(C(=C3)C)Br)C2 10-(2-(2-(3-oxa-7-azabicyclo[3.3.1]nonan-7-yl)ethoxy)ethyl)-3,7-dibromo-8-methyl-10H-benzo[b]pyrido[2,3-e][1,4]oxazine